CN[C@H]1[C@H]([C@@H]2[C@H](C[C@H]([C@H](O2)O[C@@H]3[C@H](C[C@H]([C@@H]([C@H]3O)O)N)N)N)O[C@@H]1O[C@@H]4[C@@H]([C@H]([C@@H]([C@H](O4)CO)N)O)O)O The molecule is an aminoglycoside that is 2-deoxystreptamine that is substituted on the oxygen at position 4 by an (8R)-2-amino-8-O-(4-amino-4-deoxy-alpha-D-glucopyranosyl)-2,3,7-trideoxy-7-(methylamino)-D-glycero-alpha-D-allo-octodialdo-1,5:8,4-dipyranos-1-yl) group. It has a role as an antimicrobial agent and an antibacterial drug. It is a 2-deoxystreptamine derivative, an organic heterobicyclic compound and an aminoglycoside.